NC=1N=NC(=CC1N1C[C@@H](CCC1)NC([O-])=O)C1=C(C=CC=C1)OCOC (R)-(1-(3-amino-6-(2-(methoxymethoxy)phenyl)pyridazin-4-yl)piperidin-3-yl)carbamate